(S)-2-(5-(3-((2-chloro-5-(1-(difluoromethyl)-1H-pyrazol-3-yl)pyridin-4-yl)amino)butoxy)-1-isopropyl-1H-pyrazol-4-yl)pyrimidin-4-amine ClC1=NC=C(C(=C1)N[C@H](CCOC1=C(C=NN1C(C)C)C1=NC=CC(=N1)N)C)C1=NN(C=C1)C(F)F